C(C1=CC=CC=C1)(=O)OC1C[C@@H]2C=C[C@H](C1)N2N2C(C1=CC=CC=C1C2=O)=O (1R,3s,5S)-8-(1,3-dioxoisoindolin-2-yl)-8-azabicyclo[3.2.1]oct-6-en-3-yl benzoate